4-amino-N,1-dimethyl-N-((5S)-2-(trifluoromethyl)-5,8-dihydro-6H-pyrano[3,4-b]pyridin-5-yl)-1H-pyrazolo[4,3-c][1,7]naphthyridine-8-carboxamide NC1=NC=2C=NC(=CC2C2=C1C=NN2C)C(=O)N([C@@H]2COCC1=NC(=CC=C12)C(F)(F)F)C